tert-butyl N-[2-[benzyloxycarbonyl-[(4-bromo-2-methyl-pyrazol-3-yl) methyl] amino] ethyl]-N-methyl-carbamate C(C1=CC=CC=C1)OC(=O)N(CCN(C(OC(C)(C)C)=O)C)CC=1N(N=CC1Br)C